N[C@@H](C1=CC=2N(N=C1)C=C(N2)[C@H](C2CCC(CC2)(F)F)NC(OC(C)(C)C)=O)C2CCC2 |o1:1| tert-Butyl ((S)-(7-((R*)-amino(cyclobutyl)methyl)imidazo[1,2-b]pyridazin-2-yl)(4,4-difluorocyclohexyl)methyl)carbamate